methyl 2-formyl-5-pyrazolo[1,5-a]pyridin-5-yl-furan-3-carboxylate C(=O)C=1OC(=CC1C(=O)OC)C1=CC=2N(C=C1)N=CC2